P(=O)(OCC1=CC=CC=C1)(OCC1=CC=CC=C1)OCOCCl dibenzyl ((chloromethoxy)methyl) phosphate